1-(4-((4-((4-fluoronaphthalen-1-yl)amino)-7-methoxyquinazolin-6-yl)oxy)piperidin-1-yl)prop-2-en-1-one FC1=CC=C(C2=CC=CC=C12)NC1=NC=NC2=CC(=C(C=C12)OC1CCN(CC1)C(C=C)=O)OC